[4-[2-(3-oxa-9-azabicyclo[3.3.1]nonan-7-yl)-3H-imidazo[4,5-b]pyridin-7-yl]-1-piperidyl]-[4-(trifluoromethoxy)phenyl]methanone C12COCC(CC(C1)C1=NC=3C(=NC=CC3C3CCN(CC3)C(=O)C3=CC=C(C=C3)OC(F)(F)F)N1)N2